COC1=CC=C(C=C1)C1C(CC1)C#N 2-(4-Methoxyphenyl)cyclobutane-1-carbonitrile